CN1N=CC(=C1)N1N=C(C2=CC=CC=C12)C(=O)N (1-methyl-1H-pyrazol-4-yl)-1H-indazole-3-carboxamide